sodium phenolate salt C1(=CC=CC=C1)[O-].[Na+]